5-ethynyl-6-fluoro-4-{8-fluoro-2-[(1-{[(3R)-3-fluoropyrrolidin-1-yl]methyl}cyclopropyl)methoxy]-4-(morpholin-4-yl)pyrido[4,3-d]pyrimidin-7-yl}naphthalen-2-ol C(#C)C1=C2C(=CC(=CC2=CC=C1F)O)C1=C(C=2N=C(N=C(C2C=N1)N1CCOCC1)OCC1(CC1)CN1C[C@@H](CC1)F)F